C(C)(C)C1=NOC(=N1)C1CCN(CC1)C=1SC2=NC(=CC=C2N1)C1=CC=C(C=C1)S(=O)(=O)C 3-isopropyl-5-(1-(5-(4-(methylsulfonyl)phenyl)thiazolo[5,4-b]pyridin-2-yl)piperidin-4-yl)-1,2,4-oxadiazol